4-((trans-1-(4-Methoxybenzyl)-2-methylpiperidin-4-yl)amino)-N-methyl-1H-pyrrolo[2,3-b]pyridine-5-carboxamide COC1=CC=C(CN2[C@H](C[C@@H](CC2)NC2=C3C(=NC=C2C(=O)NC)NC=C3)C)C=C1